[(2R,3S,5R)-5-(6-amino-2-fluoro-9H-purin-9-yl)-3-(butanoyloxy)-2-ethynyloxolan-2-yl]methyl tetradecanoate C(CCCCCCCCCCCCC)(=O)OC[C@]1(O[C@H](C[C@@H]1OC(CCC)=O)N1C2=NC(=NC(=C2N=C1)N)F)C#C